3-((pyrimidin-2-ylamino)azetidine-1-carbonyl)benzaldehyde N1=C(N=CC=C1)NC1N(CC1)C(=O)C=1C=C(C=O)C=CC1